8-chloro-12,12-dimethyl-2λ6-thia-3,9,11,19,24-pentaazatetracyclo[18.3.1.05,10.011,15]tetracosa-1(23),5,7,9,20(24),21-hexaene-2,2,4-trione ClC1=CC=C2C(NS(C3=CC=CC(NCCCC4CCC(N4C2=N1)(C)C)=N3)(=O)=O)=O